OCC1CCC(CC1)N1N=C2C=C(C(=CC2=C1)NC(=O)C=1N=C(OC1)C)C(C)(C)O N-(2-((1r,4r)-4-(hydroxymethyl)cyclohexyl)-6-(2-hydroxypropan-2-yl)-2H-indazol-5-yl)-2-methyloxazole-4-carboxamide